CC1(C=2C=C(C=CC2C2=C1N=C(N=C2)C2=CC=1N(C3=CC=CC=C3C1C=C2)C2=CC=CC=C2)C2=CC=CC=C2)C dimethyl-7-phenyl-2-(9-phenyl-9H-carbazol-2-yl)-9H-indeno[2,1-d]Pyrimidine